4-[5-amino-6-(3-fluoro-2-trifluoromethyl-benzyloxy)-pyrazin-2-yl]-N-(2-morpholin-4-yl-ethyl)-benzamide NC=1N=CC(=NC1OCC1=C(C(=CC=C1)F)C(F)(F)F)C1=CC=C(C(=O)NCCN2CCOCC2)C=C1